diethyl 5-chloro-quinolin-8-oxy-malonate ClC1=C2C=CC=NC2=C(C=C1)OC(C(=O)OCC)C(=O)OCC